CN(C(CCCCCCCCC)CCCCCCCCCCCC=CCC=CCCCCC)C N,N-dimethylhentriacontane-22,25-dien-10-amine